FP1(OCC(CO1)C)=O 2-fluoro-5-methyl-1,3,2-dioxaphosphorinane-2-oxide